COC1=C(C=C(C=C1)OC1=CC=C(C=C1)C(F)(F)F)NC(=O)C1N(C(CC1)=O)C(CNC(OCC1=CC=CC=C1)=O)=O benzyl (2-(2-((2-methoxy-5-(4-(trifluoromethyl)phenoxy)-phenyl)carbamoyl)-5-oxopyrrolidin-1-yl)-2-oxoethyl)carbamate